3-[2-[4-[2-[2-[2-[[2-(2,6-dioxo-3-piperidyl)-1,3-dioxo-isoindolin-4-yl]amino]ethoxy]ethoxy]ethyl]piperazin-1-yl]ethoxy]propanoic acid O=C1NC(CCC1N1C(C2=CC=CC(=C2C1=O)NCCOCCOCCN1CCN(CC1)CCOCCC(=O)O)=O)=O